IC1=C(C(=NC=C1)C=O)NC 4-iodo-3-(methylamino)picolinaldehyde